C1(CCCCCC1)NC(COC1=CC=C2C=CC(=CC2=C1)C(CC(=O)OC)C=1C(=CC2=C(CCO2)C1)C)=O Methyl 3-(7-(2-(cycloheptylamino)-2-oxoethoxy) naphthalen-2-yl)-3-(6-methyl-2,3-dihydrobenzofuran-5-yl)propanoate